C1(=CC=CC=C1)C1=CC=CC=2C3=C(SC21)C(=CC=C3)C3=NC(=NC(=N3)C3=CC=CC=C3)C3=CC=CC=C3 2-(6-phenyldibenzothiophene-4-yl)-4,6-diphenyl-1,3,5-triazine